5-(1H-pyrazol-4-yl)indoline-1-carboxamide N1N=CC(=C1)C=1C=C2CCN(C2=CC1)C(=O)N